C1NCC2C1CNC2 (3ar,6ar)-octahydropyrrolo[3,4-c]pyrrole